Methacrylamide azide [N-]=[N+]=[N-].C(C(=C)C)(=O)N